C(C1=CC=CC=C1)[C@@H]1CN(CCN1)C(=O)OC(C)(C)C.[F].[In] indium fluorine tert-butyl (R)-3-benzylpiperazine-1-carboxylate